3-(4-oxo-3-phenyl-3,4-dihydrophthalazin-1-yl)benzaldehyde O=C1N(N=C(C2=CC=CC=C12)C=1C=C(C=O)C=CC1)C1=CC=CC=C1